O=CCCCCC(=O)OCC\C=C/CCCCC (Z)-non-3-en-1-yl 6-oxohexanoate